C1(=CC=C(C=C1)C1=CC=CC=2C3=C(SC21)C(=CC=C3)C=3C=C(C=CC3)C3=NC(=NC(=N3)C3=CC=2C(C1=CC=CC=C1C2C=C3)(C)C)C3=CC=CC=C3)C3=CC=CC=C3 2-{3-(6-(1,1'-biphenyl-4-yl)-dibenzothiophen-4-yl)-phenyl}-4-(9,9-dimethylfluorene-2-yl)-6-phenyl-1,3,5-triazine